N(=[N+]=[N-])\C(\C(=O)OCC)=C/C1=CN=C(S1)C1=NC=CC=C1 ethyl (Z)-2-azido-3-[2-(2-pyridyl)thiazol-5-yl]prop-2-enoate